N-(2-Fluoro-5-nitrobenzyl)-4-hydroxybutanamide FC1=C(CNC(CCCO)=O)C=C(C=C1)[N+](=O)[O-]